ClC(C)C1=CC(=CC(=C1)C(F)(F)F)F 1-(1-chloroethyl)-3-fluoro-5-(trifluoromethyl)benzene